Cl.Cl.COC[C@H](N)C1=NC=CC=C1 |r| rac-2-methoxy-1-(pyridin-2-yl)ethanamine dihydrochloride